(R)-pyrrolidin-3-yl(4-(5-(trifluoromethyl)pyrimidin-2-yl)piperazin-1-yl)methanone hydrochloride Cl.N1C[C@@H](CC1)C(=O)N1CCN(CC1)C1=NC=C(C=N1)C(F)(F)F